1-((2R,4aS,4bR,6aS,7S,7aS,8aR,8bR,8cR,10aR)-2-hydroxy-2,6a-dimethyloctadecahydrocyclopenta[4,5]cyclopenta[1,2-a]phenanthren-7-yl)-2-(pyridazin-4-oxy)ethane-1-one O[C@@]1(CC[C@@H]2[C@H]3CC[C@]4(C(C3CCC2C1)[C@H]1[C@@H]([C@@H]4C(COC4=CN=NC=C4)=O)CCC1)C)C